6-Methyl-5-(7-(1-methyl-1H-pyrazol-4-yl)-[1,2,4]triazolo[4,3-a]pyridine-3-carboxamido)nicotinic acid CC1=NC=C(C(=O)O)C=C1NC(=O)C1=NN=C2N1C=CC(=C2)C=2C=NN(C2)C